vinyl neopentanoate C(C(C)(C)C)(=O)OC=C